NC1=C2C(=C(N=N1)OC)N(C(=C2C2=CC(=C(C=C2)OC2=NC=CC(=N2)C)F)C2=CC=C(C=C2)NC(C(=C)C2CC2)=O)C N-(4-(4-amino-3-(3-fluoro-4-((4-methylpyrimidin-2-yl)oxy)phenyl)-7-methoxy-1-methyl-1H-pyrrolo[2,3-d]pyridazin-2-yl)phenyl)-2-cyclopropylacrylamide